BrC=1C=C(C(=NC1)N1CC2(CCN2C(=O)OC(C)(C)C)C1)C#N tert-Butyl 6-(5-bromo-3-cyanopyridin-2-yl)-1,6-diazaspiro[3.3]heptane-1-carboxylate